3-(5-hydroxy-1,4,5,6-tetrahydropyrimidin-2-ylamino)benzoic acid OC1CN=C(NC1)NC=1C=C(C(=O)O)C=CC1